(3-((tert-butyldiphenylsilyl) oxy) phenyl) carbamate C(N)(OC1=CC(=CC=C1)O[Si](C1=CC=CC=C1)(C1=CC=CC=C1)C(C)(C)C)=O